NC=1C2=C(N=CN1)N(C=C2C(=O)NC=2OC1=C(N2)C=C(C=C1)Cl)C1CN(CC1)C(C=C)=O 4-amino-N-(5-chloro-1,3-benzoxazol-2-yl)-7-(1-prop-2-enoylpyrrolidin-3-yl)pyrrolo[2,3-d]pyrimidine-5-carboxamide